ClC=1C=C(C=C(C1)Cl)N1C(N(CC1=O)C(=O)NC(C)C)=O 3-(3,5-dichlorophenyl)-N-isopropyl-2,4-dioxoimidazoline-1-carboxamide